Cl.CC(C#C/C=C/CN(C)CC1=CC=CC2=CC=CC=C12)(C)C trans-N-(6,6-dimethyl-2-heptene-4-ynyl)-N-methyl-1-naphthylmethylamine hydrochloride